(1aR,5aR)-2-(2,4-Difluoro-phenyl)-1a,2,5,5a-tetrahydro-1H-2,3-diaza-cyclopropa[a]pentalene-4-carboxylic acid (S)-indan-1-ylamide [C@@H]1(CCC2=CC=CC=C12)NC(=O)C=1C=2C[C@@H]3[C@H](C2N(N1)C1=C(C=C(C=C1)F)F)C3